C1(CC1)NC(C1=C(C=C(C=C1OC)C=1C=NN2C1N=CC(=C2)C2CCOCC2)OC(F)F)=O N-cyclopropyl-2-(difluoromethoxy)-6-methoxy-4-(6-tetrahydropyran-4-yl-pyrazolo[1,5-a]pyrimidin-3-yl)benzamide